C(C1=CC=CC=C1)[C@H]1N(CCCC(C1)(F)F)C1=CC(=CC(N1)=O)N1CCOCC1 (R)-6-(2-benzyl-4,4-difluoroazepan-1-yl)-4-morpholinopyridin-2(1H)-one